C(#N)C1=C(N(C2=CC(=CC(=C12)F)C#N)C1CCC1)NC(CC(C)(C)C)=O N-(3,6-dicyano-1-cyclobutyl-4-fluoro-1H-indol-2-yl)-3,3-dimethylbutyramide